2-bis[(carboxylatoformyl)oxy]stibanyloxy-2-oxoacetate C(=O)([O-])C(=O)O[Sb](OC(C(=O)[O-])=O)OC(=O)C(=O)[O-]